C(=O)(C=C)C(N(C(=O)C=C)C(=O)C=C)CNCCN triacroyl-diethylenetriamine